C(C)N(C(=O)C1=CC=C(C=C1)C(C(=O)O)(CCC(CCCC(=O)O)(C(=O)OCC)C(=O)OCC)C1=CC=CC=C1)CC 2-(4-(diethylcarbamoyl)phenyl)-5,5-bis(ethoxycarbonyl)-2-phenylazelaic acid